dimethyl-furan-2,5-dicarboxylic acid CC=1C(=C(OC1C(=O)O)C(=O)O)C